BrC=1C=C2C(=C(N(C2=CC1)CC)C=1C(=NC=CC1)[C@H](C)OC)CC(C)(C)OC(C[C@H]1CN(CCC1)C(=O)OC(C)(C)C)=O tert-butyl (3S)-3-(2-{[1-(5-bromo-1-ethyl-2-{2-[(1S)-1-methoxyethyl]pyridin-3-yl}-1H-indol-3-yl)-2-methylpropan-2-yl]oxy}-2-oxoethyl)piperidine-1-carboxylate